C(CCCCC(C)C)[Sn] isooctyl-tin